FC=1C(=C(C=CC1F)[C@@H]1[C@@H](O[C@]([C@H]1C)(C(F)(F)F)C)C(=O)NC1=CC(=NC(=C1)F)C(=O)N)OC 4-[[(2R,3R,4S,5R)-3-(3,4-difluoro-2-methoxy-phenyl)-4,5-dimethyl-5-(trifluoromethyl)tetrahydrofuran-2-carbonyl]amino]-6-fluoro-pyridine-2-carboxamide